(2S)-2-[2-(2-cyanoacetyl)-3-methoxyphenoxymethyl]morpholine-4-carboxylic acid tert-butyl ester C(C)(C)(C)OC(=O)N1C[C@H](OCC1)COC1=C(C(=CC=C1)OC)C(CC#N)=O